6-[bis(3-methylbut-2-en-1-yl)amino]-5-fluoronaphthalene-2-carbaldehyde CC(=CCN(C=1C(=C2C=CC(=CC2=CC1)C=O)F)CC=C(C)C)C